CC1=CC=CC(=N1)C=NNC(=S)N1CCCC1 N'-((6-Methyl-2-pyridinyl)methylene)-1-pyrrolidinecarbothiohydrazide